Cl.F\C=C(\CN)/COC1=CC=C(C=C1)C1=NN=NN1C (Z)-3-fluoro-2-[[4-(1-methyltetrazol-5-yl)phenoxy]methyl]prop-2-en-1-amine hydrochloride